N-(5-chloro-2-methoxyphenyl)-7-phenylpyrazolo[1,5-a]pyrimidine ClC=1C=CC(=C(C1)N1CC=C2N1C(=CC=N2)C2=CC=CC=C2)OC